FC=1C=C2C(=CN(C2=CC1F)[Si](C(C)C)(C(C)C)C(C)C)NC1=NC2=CC(=CC=C2C=C1)C(F)(F)F N-[5,6-difluoro-1-(triisopropylsilyl)indol-3-yl]-7-(trifluoromethyl)quinolin-2-amine